CC(C)(CCC(C)(OOOOOOC(C)(C)C)C)OOOOOOC(C)(C)C 2,5-dimethyl-2,5-di(tert-butylperoxyperoxyperoxy)hexane